CN1C=CC=2C(=CC=CC12)C(=O)NCC1=NOCC1 3-((1-methyl-1H-indole-4-carboxamido)methyl)-4,5-dihydroisoxazole